CN(C(C)=O)[C@H]1C(=NN(C1)C(=O)N[C@H](C)C1=CC=C(C=C1)C(F)(F)F)C1=CC=C(C=C1)C (R)-4-(N-Methylacetamido)-3-(4-methylphenyl)-N-((R)-1-(4-(trifluoromethyl)phenyl)ethyl)-4,5-dihydro-1H-pyrazole-1-carboxamide